(R)-5-(3-benzyl-1-((1-propyl-1H-pyrazol-4-yl)sulfonyl)pyrrolidin-3-yl)-1-(4-fluorophenyl)-6-methyl-1H-indazole C(C1=CC=CC=C1)[C@]1(CN(CC1)S(=O)(=O)C=1C=NN(C1)CCC)C=1C=C2C=NN(C2=CC1C)C1=CC=C(C=C1)F